3-bromo-6-cyclohexylamino-fluoran BrC1CCC(CC1)NF